NC1=NC=C(C=C1OC1=CC=C(C=C1)NC(=O)NC1=CC(=C(C=C1)Cl)C(F)(F)F)C=1C=NN(C1)C 1-(4-((2-amino-5-(1-methyl-1H-pyrazol-4-yl)pyridin-3-yl)oxy)phenyl)-3-(4-chloro-3-(trifluoromethyl)phenyl)urea